acetyl-ethyl-carboxymethyl-thiazolinecarboxylic acid C(C)(=O)C1C(N=C(S1)C(=O)O)(CC(=O)O)CC